Cl.CNCC1=NC=NC=C1 N-methyl-1-pyrimidin-4-yl-methylamine hydrochloride